(2-amino-6-methyl-5,6-dihydro-4H-cyclopenta[b]thiophen-3-yl)-(2,6-difluorophenyl)methanone NC1=C(C2=C(S1)C(CC2)C)C(=O)C2=C(C=CC=C2F)F